4-(Difluoromethyl)cyclohexane-1-carboxylic acid FC(C1CCC(CC1)C(=O)O)F